C1(CC1)C=1N=CC2=CC=C(C=C2C1)B1OC(C(O1)(C)C)(C)C 3-cyclopropyl-6-(4,4,5,5-tetramethyl-1,3,2-dioxaborolan-2-yl)isoquinoline